FC1(CCC(CC1)N1N=CC(=C1C)C(=O)N(C1=CN=NC=C1)CC)F 1-(4,4-difluorocyclohexyl)-N-ethyl-5-methyl-N-pyridazin-4-yl-pyrazole-4-carboxamide